cis-2-(2-methyl-5-nitrophenyl)-N-(quinolin-8-yl)cyclobutane-1-carboxamide CC1=C(C=C(C=C1)[N+](=O)[O-])[C@@H]1[C@@H](CC1)C(=O)NC=1C=CC=C2C=CC=NC12